NC=1N=NC(=CC1N1CC2CCC(C1)N2C2=NC=C(C=N2)N2CC1(CN(C1)C1CC3(C1)CC(C3)C(=O)OC)C2)C2=C(C=CC=C2)O methyl 2-[6-[2-[3-[3-amino-6-(2-hydroxyphenyl)pyridazin-4-yl]-3,8-diazabicyclo[3.2.1]octan-8-yl]pyrimidin-5-yl]-2,6-diazaspiro[3.3]heptan-2-yl]spiro[3.3]heptane-6-carboxylate